1-[4-fluoro-2-(trifluoromethyl)phenyl]ethan-1-one FC1=CC(=C(C=C1)C(C)=O)C(F)(F)F